N-(2-(4-((4-(2-acetyl-5-fluoro-1H-indol-3-yl)-1H-1,2,3-triazol-1-yl)methyl)piperidin-1-yl)ethyl)-2'-fluoro-6'-methoxy-[1,1'-biphenyl]-4-sulfonamide C(C)(=O)C=1NC2=CC=C(C=C2C1C=1N=NN(C1)CC1CCN(CC1)CCNS(=O)(=O)C1=CC=C(C=C1)C1=C(C=CC=C1OC)F)F